NC1=NN2C(C=CC=C2C2=CC=C3CCNC(C3=C2)=O)=C1C(=O)N1CCCCC1 7-(2-amino-3-(piperidine-1-carbonyl)pyrazolo[1,5-a]pyridin-7-yl)-3,4-dihydroisoquinolin-1(2H)-one